[8-(3,6-di-tert-butyl-9H-carbazol-9-yl)octyl]phosphoric acid C(C)(C)(C)C=1C=CC=2N(C3=CC=C(C=C3C2C1)C(C)(C)C)CCCCCCCCOP(O)(O)=O